2,2-dimethyl-1-(3-(4-(2-(trifluoromethyl)phenyl)piperidine-1-carbonyl)-1,4,5,7-tetrahydro-6H-pyrazolo[3,4-c]pyridin-6-yl)propan-1-one CC(C(=O)N1CC2=C(CC1)C(=NN2)C(=O)N2CCC(CC2)C2=C(C=CC=C2)C(F)(F)F)(C)C